C(C)(=O)N[C@@H](CCC(=O)[O-])C(=O)[O-] N-acetylglutamic acid anion